ClC1=CC(=C(C=C1)C1(OC(C2=C(O1)C=CC=C2)C=2CN(CC2)CC2=NC1=C(N2C[C@H]2OCC2)C=C(C=C1)C(=O)OC)C)F methyl 2-((3-(2-(4-chloro-2-fluorophenyl)-2-methylbenzo[d][1,3]dioxan-4-yl)-2,5-dihydro-1H-pyrrol-1-yl) methyl)-1-(((S)-oxetan-2-yl) methyl)-1H-benzo[d]imidazole-6-carboxylate